N-[(1R,3S)-3-{[6-chloro-2-(trifluoromethyl)quinolin-4-yl]amino}cyclohexyl]-2-ethyl-4,5,6,7-tetrahydro-2H-indazole-3-carboxamide ClC=1C=C2C(=CC(=NC2=CC1)C(F)(F)F)N[C@@H]1C[C@@H](CCC1)NC(=O)C=1N(N=C2CCCCC12)CC